tert-butyl (R)-4-(5-chloro-4-(3-((2-(imidazo[1,2-a]pyridin-3-yl)propan-2-yl)(methyl)carbamoyl)azetidin-1-yl)pyrimidin-2-yl)-2-methylpiperazine-1-carboxylate ClC=1C(=NC(=NC1)N1C[C@H](N(CC1)C(=O)OC(C)(C)C)C)N1CC(C1)C(N(C)C(C)(C)C1=CN=C2N1C=CC=C2)=O